ClC=1C=CC=C2C(C=C(OC12)C1=C(C=C(OCCOC2CC(C2)C(=O)O)C=C1)OCC)=O 3-[2-[4-(8-chloro-4-oxo-chromen-2-yl)-3-ethoxy-phenoxy]ethoxy]cyclobutanecarboxylic acid